ClC1=NC=C(C(N1)C1=C(C2=NC=CC(=C2S1)C(C)C)C(F)(F)F)F (2-chloro-5-fluoro-3,4-dihydropyrimidin-4-yl)-7-isopropyl-3-(trifluoromethyl)thieno[3,2-b]pyridine